NCCC[C@@H]1CN(CCO1)C(=O)OC(C)(C)C Tert-butyl (2R)-2-(3-aminopropyl)morpholine-4-carboxylate